(2S)-1-HYDROXY-N,N-BIS(4-METHOXYBENZYL)-5-HEXENE-2-SULFONAMIDE OC[C@H](CCC=C)S(=O)(=O)N(CC1=CC=C(C=C1)OC)CC1=CC=C(C=C1)OC